1-(phenylsulfonyl)-1H-indole-2-carbaldehyde C1(=CC=CC=C1)S(=O)(=O)N1C(=CC2=CC=CC=C12)C=O